OCC1CN(C1)C(=O)O[C@@H]1CC[C@H](CC1)C(N(CC12CCC(CC1)(CC2)C2=CC(=C(C=C2)OC)C)C2=NC=CC(=C2)C=2N=C(OC2)C2CC2)=O 4-((4-(2-Cyclopropyloxazol-4-yl)pyridin-2-yl)((4-(4-methoxy-3-methylphenyl) bicyclo[2.2.2]octan-1-yl) methyl)carbamoyl)(trans-cyclohexyl) 3-(hydroxymethyl)azetidine-1-carboxylate